5-amino-2,4,6-triiodoisophthalic acid methyl ester COC(C1=C(C(C(=O)O)=C(C(=C1I)N)I)I)=O